C[C@H]1CN(C[C@@H](N1)C)C=1C=CC(=C2N=C(SC21)OC)C(=O)NC2=CC1=CN(N=C1C(=C2O)F)C 7-[(3S,5S)-3,5-dimethylpiperazin-1-yl]-N-(7-fluoro-6-hydroxy-2-methyl-indazol-5-yl)-2-methoxy-1,3-benzothiazole-4-carboxamide